ClC=1C=C2C(C=CNC2=CN1)=O 6-chloro-1H-1,7-naphthyridin-4-one